tert-butyl (3S)-4-[8-(5-carbamoyl-3-pyridyl)-1-(3,5-dichlorophenyl)-7-methoxy-4,5-dihydrobenzo[g]indazole-3-carbonyl]-3-(trifluoromethyl)piperazine-1-carboxylate C(N)(=O)C=1C=C(C=NC1)C1=CC2=C(CCC=3C(=NN(C23)C2=CC(=CC(=C2)Cl)Cl)C(=O)N2[C@@H](CN(CC2)C(=O)OC(C)(C)C)C(F)(F)F)C=C1OC